(S)-1-((1-(dimethylamino)cyclopropyl)ethynyl)-4-((1-methyl-1H-pyrazol-4-yl)methyl-d2)-N-(1-methylcyclopropyl)-5-oxo-1,2,4,5-tetrahydroimidazo[1,2-a]quinazoline-7-sulfonamide CN(C1(CC1)C#C[C@H]1CN=C2N1C1=CC=C(C=C1C(N2C([2H])([2H])C=2C=NN(C2)C)=O)S(=O)(=O)NC2(CC2)C)C